phenyl[(naphthobenzofuranyl)phenyl]anthracene-d8 C1(=CC=CC=C1)C1=C2C(=C(C(=C(C2=C(C=2C(=C(C(=C(C12)[2H])[2H])[2H])[2H])[2H])[2H])[2H])[2H])C1=C(C=CC=C1)C1=COC=2C1=CC=C1C2C=CC2=CC=CC=C21